N[C@@H](CO)C1=CC=C(C=C1)S(=O)(=O)CC (R)-2-amino-2-(4-(ethylsulfonyl)phenyl)ethanol